C(CCC)OC(=O)CCCCCCCCOC=1C2=CC=CC=C2C(=C2C=CC=CC12)OCCCCCCCCC(=O)OCCCC 9,10-bis(n-butoxycarbonyloctyleneoxy)anthracene